pentaethyl-pentavinylcyclopentasiloxane C(C)[Si]1(O[Si](O[Si](O[Si](O[Si](O1)(C=C)CC)(C=C)CC)(C=C)CC)(C=C)CC)C=C